O.Br MonoHydrobromic Acid Monohydrate